C(C)C(CCC=C)C 5-ethyl-1-hexene